2-(4-nitrophenyl)benzo[d]isothiazol-3(2H)-one [N+](=O)([O-])C1=CC=C(C=C1)N1SC2=C(C1=O)C=CC=C2